N-(6-(3-cyanopyrrolidin-1-yl)pyridazin-3-yl)-2-(pyridin-2-yl)acetamide C(#N)C1CN(CC1)C1=CC=C(N=N1)NC(CC1=NC=CC=C1)=O